C1(CC1)C=1C=NC(=NC1)C1CN(C1)C1C(CCCC1)OC=1C=C2CN(C(C2=CC1)=O)C1C(NC(CC1)=O)=O 3-(5-((2-(3-(5-cyclopropylpyrimidin-2-yl)azetidin-1-yl)cyclohexyl)oxy)-1-oxoisoindolin-2-yl)piperidine-2,6-dione